NC1=C(C=C(C=C1)C1=CC(=CC=C1)F)OCC1=C(C=C(C=C1)C#N)F 4'-amino-3'-((4-cyano-2-fluorobenzyl)oxy)-3-fluoro-[1,1'-biphenyl]